NC(C)(C)C1=C2C=C(N=CC2=C(N=C1)O[C@@H]1C[C@@H](C1)C(=O)N1CC(C1)OC)NC1=CC=C2C(=N1)[C@H](C(OC2=O)(C)C)C (R)-2-((5-(2-aminopropan-2-yl)-8-((cis)-3-(3-methoxyazetidine-1-carbonyl)cyclobutoxy)-2,7-naphthyridin-3-yl)amino)-7,7,8-trimethyl-7,8-dihydro-5H-pyrano[4,3-b]pyridin-5-one